2-(chloromethyl)naphtho[2,1-b]thiophene ClCC1=CC2=C(S1)C=CC1=CC=CC=C12